2-((1-methyl-1H-pyrazol-4-yl)oxy)ethan-1-one CN1N=CC(=C1)OCC=O